monoaminocopper N[Cu]